3-((1R,3R)-1-(2-(4-(dimethoxymethyl)piperidin-1-yl)pyrimidin-5-yl)-3-methyl-1,3,4,9-tetrahydro-2H-pyrido[3,4-b]indol-2-yl)-2,2-difluoropropan-1-ol COC(C1CCN(CC1)C1=NC=C(C=N1)[C@H]1N([C@@H](CC2=C1NC1=CC=CC=C21)C)CC(CO)(F)F)OC